C12C(CC(C=C1)C2)C(=O)OCC(C(C(C(C(C(F)F)(F)F)(F)F)(F)F)(F)F)(F)F 2,2,3,3,4,4,5,5,6,6,7,7-dodecafluoroheptyl bicyclo[2.2.1]hept-5-ene-2-carboxylate